C1=NC(=C2C(=N1)N(C=N2)[C@H]3[C@@H]([C@@H]([C@H](O3)COP(=O)(O)O[Se](=O)(=O)O)OP(=O)(O)O)O)N The molecule is an organoselenium compound that is adenylyl selenate with the hydroxy at position 3' replaced by a phosphate group. It has a role as a mouse metabolite. It is an organoselenium compound and an adenosine bisphosphate. It derives from an adenosine.